Cl.FC1=CC=C(C=C1)NC([C@@H](C1=CC=CC=C1)NC)=O (R)-N-(4-fluorophenyl)-2-(methylamino)-2-phenylacetamide hydrochloride